NC12CCC(CC1)(C2)CC#N 2-(4-Aminobicyclo[2.2.1]heptan-1-yl)acetonitrile